4-(4-(Phenethylamino)phenyl)piperazine-1-carboxylic acid propyl ester C(CC)OC(=O)N1CCN(CC1)C1=CC=C(C=C1)NCCC1=CC=CC=C1